CN1C(NC=CC1=O)=O 3-methylpyrimidine-2,4(1H,3H)-dione